[(3aS,4R,5R,6aR)-5-Fluoro-4-hydroxy-3,3a,4,5,6,6a-hexahydro-1H-cyclopenta[c]pyrrol-2-yl]-(5-methyl-2-thienyl)methanone F[C@H]1[C@@H]([C@H]2[C@H](CN(C2)C(=O)C=2SC(=CC2)C)C1)O